C(C)(C)(C)OC(NCC1=CC=C(C=C1)OC[C@@H](C(=O)N(C)OC)N)=O (S)-(4-(2-amino-3-(methoxy(methyl)amino)-3-oxopropoxy)benzyl)carbamic acid tert-butyl ester